2-(3,5'-bis-(α,α-dimethylbenzyl)-2'-hydroxyphenyl)benzotriazole CC(C1=CC=CC=C1)(C)C=1C(=C(C=C(C1)C(C1=CC=CC=C1)(C)C)N1N=C2C(=N1)C=CC=C2)O